(±)-1-(4-Cyanophenyl)4-(2-((2R)-2-hydroxy-7-azabicyclo[2.2.1]heptan-7-yl)acetyl)-2,5-dimethyl-1H-pyrrole-3-carbonitrile C(#N)C1=CC=C(C=C1)N1C(=C(C(=C1C)C(CN1C2[C@@H](CC1CC2)O)=O)C#N)C